((6-(aminomethyl)-5-(4-methyltetrahydro-2H-pyran-4-yl)pyridin-2-yl)amino)-4-(7-fluoroimidazo[1,2-a]pyridin-3-yl)-1-oxoisoindoline-2-carboxylic acid tert-butyl ester C(C)(C)(C)OC(=O)N1C(C2=CC=CC(=C2C1NC1=NC(=C(C=C1)C1(CCOCC1)C)CN)C1=CN=C2N1C=CC(=C2)F)=O